C(C1=CC=CC=C1)OC[C@@H]1N(CC(C1)OC1OCCCC1)C(=O)OC(C)(C)C tert-butyl (2R)-2-[(benzyloxy)methyl]-4-(oxan-2-yloxy)pyrrolidine-1-carboxylate